pentyl (3R,6S)-6-(4-hydroxybenzyl)-8-((S)-3-(4-hydroxyphenyl)-1-(isopentylamino)-1-oxopropan-2-yl)-3-isobutyl-4,7-dioxohexahydropyrazino[2,1-c][1,2,4]oxadiazine-1(6H)-carboxylate OC1=CC=C(C[C@H]2C(N(CC3N(O[C@@H](C(N32)=O)CC(C)C)C(=O)OCCCCC)[C@H](C(=O)NCCC(C)C)CC3=CC=C(C=C3)O)=O)C=C1